(S)-(2,7-dimethyl-3-(1-methyl-3-(trifluoromethyl)-1H-pyrazol-5-yl)-2,4,5,7-tetrahydro-6H-pyrazolo[3,4-c]Pyridin-6-yl)(7-fluoro-2-methylquinolin-6-yl)methanone CN1N=C2[C@@H](N(CCC2=C1C1=CC(=NN1C)C(F)(F)F)C(=O)C=1C=C2C=CC(=NC2=CC1F)C)C